β-methylphenethylamine CC(CN)C1=CC=CC=C1